OCC1N(C(CC1)C)C(=O)O.C(=O)[C@@H]1N([C@@H](CC1)C)C(=O)OC(C)(C)C tert-butyl (2R,5R)-2-formyl-5-methylpyrrolidine-1-carboxylate 2-(hydroxymethyl)-5-methylpyrrolidine-1-carboxylate